C(C)(C)(C)S(=O)NCC1=C(OC2=C(C=C(C(=O)OC(C)(C)C)C=C2)[N+](=O)[O-])C=CC(=C1)F tert-butyl 4-[2-[(tert-butylsulfinylamino)methyl]-4-fluoro-phenoxy]-3-nitro-benzoate